2,3,4,6-tetra-O-benzoyl-beta-D-glucose C(C1=CC=CC=C1)(=O)O[C@H]1[C@H](O)O[C@@H]([C@H]([C@@H]1OC(C1=CC=CC=C1)=O)OC(C1=CC=CC=C1)=O)COC(C1=CC=CC=C1)=O